[Si](C)(C)(C(C)(C)C)OCC(C1=C(C(=CC=C1)Cl)F)NC(CNC1CC1)=O N-(2-(tert-butyldimethylsilyloxy)-1-(3-chloro-2-fluorophenyl)ethyl)-2-(cyclopropylamino)acetamide